CCN(C(O[C@H]1CC[C@]2(CCCN12)COC=1N=C(C2=C(N1)C(=C(N=C2)Cl)F)N2C[C@](CCC2)(C)O)=O)C ((3S,7aR)-7a-(((7-chloro-8-fluoro-4-((R)-3-hydroxy-3-methylpiperidin-1-yl) pyrido[4,3-d]pyrimidin-2-yl) oxy) methyl) hexahydro-1H-pyrrolizin-3-yl) methyldimethylcarbamate